3-chloro-5-(4,4,5,5-tetramethyl-1,3,2-dioxaborolane-2-yl)-4-(trifluoromethyl)aniline ClC=1C=C(N)C=C(C1C(F)(F)F)B1OC(C(O1)(C)C)(C)C